N1C(=NC2=C1C=CC=C2)C2=C(C=C(C=C2)Cl)C=2C(=CC(=CC2)C(NC(CCC(F)(F)F)C2=CC=CC=C2)=O)C(=O)O 2'-(1H-1,3-benzodiazol-2-yl)-5'-chloro-4-[(4,4,4-trifluoro-1-phenylbutyl)carbamoyl]-[1,1'-biphenyl]-2-carboxylic acid